C(C)OC(=O)C=1C(C=2C=C(C=NC2N(C1)N1CCOCC1)B(O)O)=O (6-ethoxycarbonyl-8-morpholino-5-oxo-1,8-naphthyridin-3-yl)boronic acid